3-(3-((2-(2-fluoro-5-((6-fluoro-4-(methylsulfonyl)-1H-indol-5-yl)oxy)phenyl)-1H-imidazol-5-yl)methyl)phenyl)propanoic acid methyl ester COC(CCC1=CC(=CC=C1)CC1=CN=C(N1)C1=C(C=CC(=C1)OC=1C(=C2C=CNC2=CC1F)S(=O)(=O)C)F)=O